Methyl 1-amino-5-bromo-4-chloro-6-oxo-1,6-dihydropyridine-2-carboxylate NN1C(=CC(=C(C1=O)Br)Cl)C(=O)OC